Guanidin Hydrochlorid Cl.NC(=N)N